(Z)-2-(1-(2-Chloro-4-(4-chlorophenoxy)benzylidene)-5-fluoro-2-methyl-1H-inden-3-yl)acetic acid ClC1=C(\C=C/2\C(=C(C3=CC(=CC=C23)F)CC(=O)O)C)C=CC(=C1)OC1=CC=C(C=C1)Cl